C1(=CC(=CC=C1)OC1=CC=C(C=C1)C=1N=C(N2C1C=NC=C2)[C@H]2N(CCCC2)C(C=C)=O)C (S)-1-(2-(1-(4-(m-tolyloxy)phenyl)imidazo[1,5-a]pyrazin-3-yl)piperidin-1-yl)prop-2-en-1-one